ClC1=C(C=CC=C1Cl)SC=1C=2N(C(=NC1)N1CCC3(CCCC3(N)C)CC1)C=CN2 8-(8-((2,3-dichlorophenyl)thio)imidazo[1,2-c]pyrimidin-5-yl)-1-methyl-8-aza-spiro[4.5]decan-1-amine